The molecule is the ester formed between N-hydroxysuccinimide and (4-hydroxy-5-iodo-3-nitrophenyl)acetic acid. It is a N-hydroxysuccinimide ester and a member of 2-nitrophenols. It contains a (4-hydroxy-3-iodo-5-nitrophenyl)acetyl group. It derives from a (4-hydroxy-3-iodo-5-nitrophenyl)acetic acid. C1CC(=O)N(C1=O)OC(=O)CC2=CC(=C(C(=C2)I)O)[N+](=O)[O-]